NC1=C(C=CC=C1)NC(C)(C)C1=CC=C(C=C1)S(=O)(=O)N(C)C 4-(2-((2-aminophenyl)amino)propan-2-yl)-N,N-dimethylbenzenesulfonamide